CC(CC1C(CC)O1)C(=O)OC1CC2C(CC1)(O2)C 4-epoxy-1-methylcyclohexyl 3,4-epoxy-1-methylhexanecarboxylate